(2E,4E)-5-(1,3-Benzodioxol-5-yl)-1-(1-piperidinyl)-2,4-pentadien-1-one O1COC2=C1C=CC(=C2)/C=C/C=C/C(=O)N2CCCCC2